1-(4-chlorophenyl)-2-methylpropan-2-yl 3-(tert-butoxycarbonylamino)propanoate C(C)(C)(C)OC(=O)NCCC(=O)OC(CC1=CC=C(C=C1)Cl)(C)C